4-(3-piperidyl)morpholine-dihydrochloride Cl.Cl.N1CC(CCC1)N1CCOCC1